ClC1=C(C(=O)N[C@H]2C[C@H](CCC2)NC2=CC(=NC3=CC=C(C=C23)Cl)C(F)(F)F)C=CC(=C1)S(=O)(=O)C 2-chloro-N-[(1r,3s)-3-{[6-chloro-2-(trifluoromethyl)quinolin-4-yl]amino}cyclohexyl]-4-methanesulfonyl-benzamide